CN1N=NC(=C1C=1C=CC(=NC1)NC([C@H](C1CCC(CC1)C)NC(=O)C1=CC=NN1C)=O)C N-((S)-2-((5-(1,4-dimethyl-1H-1,2,3-triazol-5-yl)pyridin-2-yl)amino)-1-((1r,4S)-4-methylcyclohexyl)-2-oxoethyl)-1-methyl-1H-pyrazole-5-carboxamide